CC1(CCNC2=C(C=C(C=C12)NC(CC)CC)C)C1=CC=CC=C1 4,8-dimethyl-N-(pentan-3-yl)-4-phenyl-1,2,3,4-tetrahydroquinolin-6-amine